C1(=CC=CC=C1)C1=NC(=NC(=N1)N)N phenyl-1,3,5-triazine-2,4-diamine